3-(8-cyanoquinolin-5-yl)-N-((4-(methyl-d3)morpholin-2-yl)methyl)-5-(trifluoromethyl)-3-azabicyclo[3.1.0]hexane-1-carboxamide C(#N)C=1C=CC(=C2C=CC=NC12)N1CC2(CC2(C1)C(F)(F)F)C(=O)NCC1CN(CCO1)C([2H])([2H])[2H]